C(CCC)C1(N(S(C2=C(N(C1)C1=CC=CC=C1)C=C(C(=C2)CO)N(C)C)(=O)=O)CC2=CC=C(C=C2)OC)C 3-butyl-7-(dimethylamino)-8-(hydroxymethyl)-2-(4-methoxybenzyl)-3-methyl-5-phenyl-2,3,4,5-tetrahydro-1,2,5-benzothiadiazepine 1,1-dioxide